Methyl 5-(4-cyano-3-fluorophenyl)-1-(4-(4-methoxypiperidin-1-yl)phenyl)-1H-pyrazole-3-carboxylate C(#N)C1=C(C=C(C=C1)C1=CC(=NN1C1=CC=C(C=C1)N1CCC(CC1)OC)C(=O)OC)F